5-methyl-1-(oxetan-3-yl)-6-(2-(5-(trifluoromethyl)pyrimidin-2-yl)-2,8-diazaspiro[4.5]decan-8-yl)-1,5-dihydro-4H-pyrazolo[3,4-d]pyrimidin-4-one CN1C(=NC2=C(C1=O)C=NN2C2COC2)N2CCC1(CCN(C1)C1=NC=C(C=N1)C(F)(F)F)CC2